cyclooct-2-yn-1-yl (2-aminoethyl)carbamate NCCNC(OC1C#CCCCCC1)=O